ClC1=CC=C(C=C1)S(=O)(=O)OCC1=C(C=CC=C1[N+](=O)[O-])C(F)(F)F 2-trifluoromethyl-6-nitrobenzyl 4-chlorobenzenesulfonate